4-chloro-3-(2-chloroethoxy)-8-(1-(tetrahydro-2H-pyran-2-yl)-1H-pyrazolo[3,4-b]pyridin-5-yl)-5,6-dihydronaphthalene-2-carbonitrile ClC1=C(C(=CC=2C(=CCCC12)C=1C=C2C(=NC1)N(N=C2)C2OCCCC2)C#N)OCCCl